ClC=1C(=NC(=NC1)NC1=C(C=C(C(=O)NC2=C(C=C(C=C2)F)C)C=C1)OC)C=1C=NN(C1)C(C)C 4-((5-chloro-4-(1-isopropyl-1H-pyrazol-4-yl)pyrimidin-2-yl)amino)-N-(4-fluoro-2-methylphenyl)-3-methoxybenzamide